C(C)C1C(NC=CC1)(C)C ethyl-2,2-dimethyl-3,4-dihydro-2H-pyridine